OC(C(=O)OCCC)C propyl 2-hydroxypropanoate